6-(1-(2,2-difluoroethyl)-4-(4-methoxyphenyl)-1H-imidazol-5-yl)imidazo[1,2-b]pyridazine-3-carbonitrile FC(CN1C=NC(=C1C=1C=CC=2N(N1)C(=CN2)C#N)C2=CC=C(C=C2)OC)F